(R)-4-((R)-2-((4-(2-chloro-4-fluorophenyl)-1-oxo-1,2-dihydroisoquinolin-7-yl)oxy)propanoyl)morpholine-3-carboxamide ClC1=C(C=CC(=C1)F)C1=CNC(C2=CC(=CC=C12)O[C@@H](C(=O)N1[C@H](COCC1)C(=O)N)C)=O